2-(1-(6-bromopyridin-3-yl)-3-(methylthio)propyl)propane-1,3-diol BrC1=CC=C(C=N1)C(CCSC)C(CO)CO